N1=CC=C(C=C1)C1=CC=C2C=CC=NC2=C1 7-(pyridin-4-yl)quinolin